FC(C(=O)O)(F)F.NC1=NN2C(N=CC=C2)=C1C(=O)NC(C)C=1C=C(C=2N(C1N1C[C@H](C[C@@H](C1)O)O)C=NC2)Cl 2-Amino-N-(1-{8-chloro-5-[(3S,5S)-3,5-dihydroxypiperidin-1-yl]imidazo[1,5-a]pyridin-6-yl}ethyl)pyrazolo[1,5-a]pyrimidine-3-carboxamide trifluoroacetate salt